ClC1=CC=C(C=C1)C=1N=C2N(C=CC=C2)C1CN1CC2CCC(C1)N2C(=O)C=2SC=C(N2)C(C)C (3-{[2-(4-Chlorophenyl)imidazo[1,2-a]pyridin-3-yl]methyl}-3,8-diazabicyclo[3.2.1]oct-8-yl)(4-isopropyl-1,3-thiazol-2-yl)methanone